O[C@@H]1C[C@@H]2C=C[C@@H]3[C@@H]4CCC[C@@]4(C)CC[C@@H]3[C@]2(CC1)C 3β-hydroxy-5α,8α-androstane-6-ene